3,3'-((9,10-dioxo-9,10-dihydroanthracene-1,4-diyl)bis(azanediyl))bis(N,N-diallyl-2,4,6-trimethylbenzenesulfonamide) O=C1C2=CC=CC=C2C(C=2C(=CC=C(C12)NC=1C(=C(C(=CC1C)C)S(=O)(=O)N(CC=C)CC=C)C)NC=1C(=C(C(=CC1C)C)S(=O)(=O)N(CC=C)CC=C)C)=O